N-methyl-2-mercapto-4-butanolactam CN1C(C(CC1)S)=O